1-[6-(4-chloroanilino)-2-[(3R)-3-hydroxypyrrolidin-1-yl]-5-nitro-pyrimidin-4-yl]-4-methyl-piperidine-4-carboxamide ClC1=CC=C(NC2=C(C(=NC(=N2)N2C[C@@H](CC2)O)N2CCC(CC2)(C(=O)N)C)[N+](=O)[O-])C=C1